tert-butyl 4-((4-(3-(3-phenylpropoxy)propyl)phenyl)carbamoyl)piperazine-1-carboxylate C1(=CC=CC=C1)CCCOCCCC1=CC=C(C=C1)NC(=O)N1CCN(CC1)C(=O)OC(C)(C)C